[(5-chloro-2-methylpyridin-3-yl)amino]propan ClC=1C=C(C(=NC1)C)NCCC